4-chloro-6-methyl-pyrazolo[1,5-a]pyrazine-2-carbaldehyde ClC=1C=2N(C=C(N1)C)N=C(C2)C=O